methyl 1-(6-butyl-3-(4-methoxyphenyl)pyrazin-2-yl)piperidine-4-carboxylate C(CCC)C1=CN=C(C(=N1)N1CCC(CC1)C(=O)OC)C1=CC=C(C=C1)OC